NC1=NC=2C(=CC=CC2C=2N1C=C(N2)C(=O)N2CC1=C(C=CC=C1CC2)CN2CCN(CC2)C2=NC=CC=C2)F (5-amino-7-fluoroimidazo[1,2-c]quinazolin-2-yl)(8-((4-(pyridin-2-yl)piperazin-1-yl)methyl)-3,4-dihydroisoquinolin-2(1H)-yl)methanone